N-vinyl-1,3-Oxazin-2-one C(=C)N1C(OC=CC1)=O